FC(C=1C(=C(C=CC1)[C@@H](C)NC=1C2=C(N=C(N1)C)C=NC(=C2)N2CC(C(C2)F)NC(OC(C)(C)C)=O)F)F tert-butyl {(3-trans)-1-[4-({(1R)-1-[3-(difluoromethyl)-2-fluorophenyl]ethyl}amino)-2-methylpyrido[3,4-d]pyrimidin-6-yl]-4-fluoropyrrolidin-3-yl}carbamate